CC(CC(=C)C1=CC=C(C=C1)O)(C)C1=CC=C(C=C1)O 4-methyl-2,4-bis-(4'-hydroxyphenyl)-pentene